C(C)OCCN1N=CC=C1 1-(2-ethoxyethyl)-1H-pyrazol